P(=O)(O)(O)CC=1C=NC=CC1 3-(phosphonomethyl)pyridine